3,5-dimethylcyclopentyl-dimethoxysilane CC1CC(C(C1)C)[SiH](OC)OC